CC(C(=O)O)(C)CC1CCC(CC1)C.C(C)(=O)O.C methane acetate (alpha,alpha,4-trimethylcyclohexylmethyl-acetate)